ethyl 5-[bis[(4-methoxyphenyl)methyl]amino]-1,6-dimethyl-pyrrolo[3,2-b]pyridine-2-carboxylate COC1=CC=C(C=C1)CN(C1=C(C=C2C(=N1)C=C(N2C)C(=O)OCC)C)CC2=CC=C(C=C2)OC